3-(2-(5-((4-methylpyrimidin-2-yl)amino)pentanoylamino)acetamido)propanoic acid CC1=NC(=NC=C1)NCCCCC(=O)NCC(=O)NCCC(=O)O